tetrahexadecyl 3,3',3'',3'''-((((6-((2-hydroxyethyl)amino)-1,3,5-triazine-2,4-diyl)bis(azanediyl))bis(propane-3,1-diyl))bis(azanetriyl))tetrapropionate OCCNC1=NC(=NC(=N1)NCCCN(CCC(=O)OCCCCCCCCCCCCCCCC)CCC(=O)OCCCCCCCCCCCCCCCC)NCCCN(CCC(=O)OCCCCCCCCCCCCCCCC)CCC(=O)OCCCCCCCCCCCCCCCC